1-(2-(3-(4-phenoxyphenyl)-1H-pyrazolo[3,4-d]pyrimidin-1-yl)-7-azaspiro[3.5]nonan-7-yl)prop-2-en-1-one O(C1=CC=CC=C1)C1=CC=C(C=C1)C1=NN(C2=NC=NC=C21)C2CC1(C2)CCN(CC1)C(C=C)=O